O=C1NCC2=CC=C(C=C12)C=O 3-oxo-isoindoline-5-formaldehyde